CN1N=C(C=C1)C=1NN=C(C1)C1=C(C2=CC=CC=C2C=C1)O 2-(1-Methyl-1H,2'H-[3,3'-bipyrazol]-5'-yl)naphthalen-1-ol